2-(3-methyl-Benzoyl)benzoic acid CC=1C=C(C(=O)C2=C(C(=O)O)C=CC=C2)C=CC1